disodium sulfodecyl alcohol S(=O)(=O)(O)CCCCCCCCCCO.[Na].[Na]